(R)-N-(1-(2-((2-(2-fluoro-6-methoxyphenyl)pyrimidin-4-yl)amino)-5-(1-(tetrahydro-2H-pyran-4-yl)-1H-pyrazol-4-yl)pyridin-4-yl)pyrrolidin-3-yl)acetamide FC1=C(C(=CC=C1)OC)C1=NC=CC(=N1)NC1=NC=C(C(=C1)N1C[C@@H](CC1)NC(C)=O)C=1C=NN(C1)C1CCOCC1